tert-butyl-5-bromo-2-methyl-thiazole Tert-butyl-3-(5-(3-cyano-6-(3-methoxy-3-oxopropyl)pyrazolo[1,5-a]pyridin-4-yl)pyridin-2-yl)-3,6-diazabicyclo[3.1.1]heptane-6-carboxylate C(C)(C)(C)OC(=O)N1C2CN(CC1C2)C2=NC=C(C=C2)C=2C=1N(C=C(C2)CCC(=O)OC)N=CC1C#N.C(C)(C)(C)C=1N=C(SC1Br)C